NC1=NC=2C=C(C=CC2C2=C1C=NN2CCCO)N2N=CC=C2 3-(4-amino-7-(1H-pyrazol-1-yl)-1H-pyrazolo[4,3-c]quinolin-1-yl)propan-1-ol